COC(=O)C1=CC2=CNC(=C2C=C1)C(=O)[C@@H]1N(CC(C1)C1=CC(=C(C=C1)OC(F)F)OCC1CC1)C(C)=O ((2R)-1-acetyl-4-(3-(cyclopropylmethoxy)-4-(difluoromethoxy)phenyl)pyrrolidine-2-carbonyl)isoindole-5-carboxylic acid methyl ester